rac-N-{(7S,8R)-8-[([1,1'-biphenyl]-3-yl)methyl]-2-methyl-1-oxo-1,2,5,6,7,8-hexahydroisoquinolin-7-yl}methanesulfonamide C1(=CC(=CC=C1)C[C@H]1[C@H](CCC=2C=CN(C(C12)=O)C)NS(=O)(=O)C)C1=CC=CC=C1 |r|